L-4-piperidinyl-alanine N1CCC(CC1)N[C@@H](C)C(=O)O